8-amino-1-azaspiro[4.5]decan-2-one hydrochloride Cl.NC1CCC2(CCC(N2)=O)CC1